FC1=CC=C(C=C1)C1=CC=C(C=C1)S(=O)(=O)NC1CC(CCC1)N1CCC2=CC=CC=C12 4'-FLUORO-N-(3-(INDOLIN-1-YL)CYCLOHEXYL)-[1,1'-BIPHENYL]-4-SULFONAMIDE